FC1=CC=C(C(C2=CC=C(C=C2)F)(C2=CC=C(C=C2)F)O)C=C1 4,4',4''-trifluorotritanol